CN([C@@H](CC1=CC=CC=C1)C(=O)N[C@@H](CS)C(=O)O)C(=O)OC(C)(C)C methyl-(t-butoxycarbonyl)-L-phenylalanyl-L-cysteine